3,5-dichloro-N-(4-(N-(2-chlorophenyl)sulfamoyl)phenyl)benzenesulfonamide ClC=1C=C(C=C(C1)Cl)S(=O)(=O)NC1=CC=C(C=C1)S(NC1=C(C=CC=C1)Cl)(=O)=O